ClC=1C=C(NC2=NC=C(C=N2)C2=CN=CC(=N2)NC2CN(C2)C(=O)OC(C)(C)C)C=CC1F tert-butyl 3-[[6-[2-(3-chloro-4-fluoro-anilino)pyrimidin-5-yl]pyrazin-2-yl]amino]azetidine-1-carboxylate